heptandialdehyde C(CCCCCC=O)=O